6-(2-bromoethyl)-2,3-dihydrobenzo[b][1,4]dioxine BrCCC1=CC2=C(OCCO2)C=C1